(1-β-D-ribofuranosyl)-1,2-dihydropyrimidin-2-one [C@@H]1([C@H](O)[C@H](O)[C@H](O1)CO)N1C(N=CC=C1)=O